O1C(CCC1)C(C)(C)C1OCCC1 bistetrahydrofuranyl-propane